O[C@@H](C(=O)N1CC=2CN(CC2C1)S(=O)(=O)C1=CC=C(C=C1)C(F)(F)F)C1=CC=CC=C1 (2R)-2-hydroxy-2-phenyl-1-{5-[4-(trifluoromethyl)benzene-sulfonyl]-1H,2H,3H,4H,5H,6H-pyrrolo[3,4-c]pyrrol-2-yl}ethan-1-one